ClC1=CC=2NC(NCC2C=N1)=O 7-chloro-3,4-dihydro-1H-pyrido[4,3-d]pyrimidin-2-one